OCC=1C=C(C(=C(C1)O)C1=NC2=NC(=CC=C2C=C1)C1CNCCC1)C 5-(hydroxymethyl)-3-methyl-2-[7-(3-piperidyl)-1,8-naphthyridin-2-yl]phenol